tert-butyl 3-((4-(2-(4-((3-(4-(difluoromethoxy)-2,3-difluorophenyl)imidazo[1,2-a]pyrazin-8-yl)amino)-2-ethylbenzamido)ethyl)piperidin-1-yl)methyl)azetidine-1-carboxylate FC(OC1=C(C(=C(C=C1)C1=CN=C2N1C=CN=C2NC2=CC(=C(C(=O)NCCC1CCN(CC1)CC1CN(C1)C(=O)OC(C)(C)C)C=C2)CC)F)F)F